C(C)OC(COCCOC(COC1=CC(=CC=C1)C(NOCCNC(C(F)(F)F)=O)=O)N=[N+]=[N-])=O [2-(1-Azido-2-{3-[2-(2,2,2-trifluoroacetylamino)ethoxy-carbamoyl]phenoxy}ethoxy)ethoxy]acetic acid ethyl ester